C1(CC1)CN1C(N(C2=NN(C(C(=C21)C2=CC=C(C=C2)OC([2H])([2H])[2H])=O)C2=CC1=CN(N=C1C=C2)C)C)=O 5-(cyclopropylmethyl)-4-(4-(methoxy-d3)phenyl)-7-methyl-2-(2-methyl-2H-indazol-5-yl)-2,7-dihydro-3H-imidazo[4,5-c]pyridazine-3,6(5H)-dione